methyl 4-((1S)-1-(3-methyl-2-((4-(oxetan-3-yl)benzyl)oxy)butanamido) ethyl)benzoate CC(C(C(=O)N[C@@H](C)C1=CC=C(C(=O)OC)C=C1)OCC1=CC=C(C=C1)C1COC1)C